[3-formyl-4-[4-(6-prop-2-enoyloxyhexoxy)benzoyl]oxy-phenyl] 4-(6-prop-2-enoyloxy hexoxy)benzoate C(C=C)(=O)OCCCCCCOC1=CC=C(C(=O)OC2=CC(=C(C=C2)OC(C2=CC=C(C=C2)OCCCCCCOC(C=C)=O)=O)C=O)C=C1